N-(4-(4-methoxy-6-(3-methoxy-4-((6-methylpyridin-2-yl)oxy)phenyl)-7-methyl-7H-pyrrolo[2,3-d]pyrimidin-5-yl)phenyl)acrylamide COC=1C2=C(N=CN1)N(C(=C2C2=CC=C(C=C2)NC(C=C)=O)C2=CC(=C(C=C2)OC2=NC(=CC=C2)C)OC)C